CC1=CC=CC(=N1)C=1N=C2N(CCN2)C1C1=CC=C(C=C1)NC(C)=O N-(4-(6-(6-methylpyridin-2-yl)-2,3-dihydro-1H-imidazo[1,2-a]imidazol-5-yl)phenyl)acetamide